C(C)(C)(C)OC(=O)C=1OC2=C(C1COC1=C(C=CC=C1)CC(=O)OCC)C=C(C=C2NC(=O)OCC)Br 5-bromo-3-((2-(2-ethoxy-2-oxoethyl)phenoxy)methyl)-7-((ethoxycarbonyl)amino)benzofuran-2-carboxylic acid tert-butyl ester